ClC1=C(C=C(C=C1)OC(F)(F)F)B(O)O 2-chloro-5-trifluoromethoxybenzeneboronic acid